(4-Aminobutyl)dimethylamine NCCCCN(C)C